CC1=CC=C(C=C1)C1CC(C=C(C1)NC1=CC=CC=C1)=O 4'-methyl-5-(phenylamino)-1,6-dihydro-[1,1'-biphenyl]-3(2H)-one